C(C)(C)(C)C1=NC(=NO1)C(=O)N[C@@H](C)C1=C(C=C(C(=C1)F)C1=CC(=NC=C1)NC(=O)C1CC1)Cl (S)-5-(tert-butyl)-N-(1-(2-chloro-4-(2-(cyclopropanecarboxamido)pyridin-4-yl)-5-fluorophenyl)ethyl)-1,2,4-oxadiazole-3-carboxamide